6-bromo-7-fluoro-N-(3-methyl-4-((1-methyl-1H-benzo[d][1,2,3]triazol-5-yl)oxy)phenyl)pyrido[3,2-d]pyrimidin-4-amine BrC=1C(=CC=2N=CN=C(C2N1)NC1=CC(=C(C=C1)OC1=CC2=C(N(N=N2)C)C=C1)C)F